(1S,4S,5R)-1',3'-Dihydro-6,8-dioxaspiro[bicyclo[3.2.1]octane-3,2'-inden]-4-yl (1R,2R,4R)-bicyclo[2.2.2]oct-5-ene-2-carboxylate [C@H]12[C@@H](C[C@H](C=C1)CC2)C(=O)O[C@@H]2[C@@H]1OC[C@H](CC23CC2=CC=CC=C2C3)O1